2-(pyridin-4-yl)thiazole N1=CC=C(C=C1)C=1SC=CN1